4-[4-bromo-6-(4-cyano-2-methyl-phenyl)-3-hydroxy-pyridin-2-yl]-4-oxo-butyric acid ethyl ester C(C)OC(CCC(=O)C1=NC(=CC(=C1O)Br)C1=C(C=C(C=C1)C#N)C)=O